tert-Butyl 2-chloro-4-(2-(pyridin-4-yl)phenyl)-4,7-dihydrothieno[2,3-c]pyridine-6(5H)-carboxylate ClC1=CC2=C(CN(CC2C2=C(C=CC=C2)C2=CC=NC=C2)C(=O)OC(C)(C)C)S1